COC=1C=C(C2=C(N=[13C](O2)CCCCC)C1)OC 5,7-dimethoxy-2-pentylbenzoxazole-13C